[Al].ClC1=C2C=CC=NC2=C(C(=C1)Cl)O (5,7-dichloro-8-hydroxyquinoline) aluminum